FC=1C=CC2=C(NC(=N2)C2=NNC3=CC(=CC=C23)C(=O)OC)C1 methyl 3-(6-fluoro-1H-benzo[d]imidazol-2-yl)-1H-indazole-6-carboxylate